6-chloro-3-((1-(9-chloro-5-(4,4-difluoropiperidin-1-yl)-2-ethylimidazo[1,2-c]quinazolin-7-yl)ethyl)amino)picolinic acid ClC1=CC=C(C(=N1)C(=O)O)NC(C)C1=CC(=CC=2C=3N(C(=NC12)N1CCC(CC1)(F)F)C=C(N3)CC)Cl